C(C)(C)(C)OC(=O)N[C@@H]1CN(CCC1)C=1SC=C(N1)C(=O)N[C@@H](CO[Si](C)(C)C(C)(C)C)C(=O)OC methyl N-(2-((S)-3-((tert-butoxycarbonyl)amino)piperidin-1-yl)thiazole-4-carbonyl)-O-(tert-butyldimethylsilyl)-L-serinate